1,4-bis(acrylamido)-butane C(C=C)(=O)NCCCCNC(C=C)=O